(E)-4-(3-(2-methyl-4-phenylquinolin-3-yl)-3-oxoprop-1-en-1-yl)benzaldehyde CC1=NC2=CC=CC=C2C(=C1C(/C=C/C1=CC=C(C=O)C=C1)=O)C1=CC=CC=C1